Zinc (imidazole) N1C=NC=C1.[Zn]